CS(=O)(=O)N1CCCOC2(C34[Co]5C4(C1)[Co]53)CN(C2)C(=O)OCC2=CC=CC=C2 Benzyl 7'-methanesulfonyl-3'-oxa-7'-aza-10',11'-dicobaltaspiro[azetidine-3,2'-tetracyclo[7.2.0.01,10.09,11]Undecane]-1-carboxylate